(8-((4-(((R)-1-(3-bromophenyl)ethyl)-amino)-6-methoxy-2-methylquinazolin-7-yl)oxy)octyl)acetamide BrC=1C=C(C=CC1)[C@@H](C)NC1=NC(=NC2=CC(=C(C=C12)OC)OCCCCCCCCCC(=O)N)C